NC1=C(C(=NN1[C@H](C(F)(F)F)C)C1=C2C(=C(N=C1)CNC(C1=C(C=CC(=C1)F)OC)=O)NN=C2)C(=O)N (S)-5-amino-3-(7-((5-fluoro-2-methoxybenzamido)methyl)-1H-pyrazolo[3,4-c]pyridin-4-yl)-1-(1,1,1-trifluoropropan-2-yl)-1H-pyrazole-4-carboxamide